5-[[(2R)-2-[4-(2-chloro-4-fluoro-phenyl)-2-oxo-chromen-7-yl]oxypropanoyl]amino]pyridine-3-carboxylic acid ClC1=C(C=CC(=C1)F)C1=CC(OC2=CC(=CC=C12)O[C@@H](C(=O)NC=1C=C(C=NC1)C(=O)O)C)=O